C1=CC=CC=2C3=CC=CC=C3N(C12)C1=CC=C(C=C1)O 4-(9H-carbazol-9-yl)phenol